3-(2-(cyclopropyl((3-methylbutanoyl)oxy)methoxy)-2,2-diphenylacetoxy)spiro[bicyclo[3.2.1]octane-8,1'-pyrrolidin]-8-ium formate C(=O)[O-].C1(CC1)C(OC(C(=O)OC1CC2CCC(C1)[N+]21CCCC1)(C1=CC=CC=C1)C1=CC=CC=C1)OC(CC(C)C)=O